(Z)-5-((1-Phenyl-1H-pyrrol-3-yl)methylene)thiazolidine-2,4-dione ethyl-2-[(3-amino-1-phenyl-propyl)amino]-6-(5,6-dimethoxybenzimidazol-1-yl)pyridine-3-carboxylate hydrochloride Cl.C(C)OC(=O)C=1C(=NC(=CC1)N1C=NC2=C1C=C(C(=C2)OC)OC)NC(CCN)C2=CC=CC=C2.C2(=CC=CC=C2)N2C=C(C=C2)\C=C/2\C(NC(S2)=O)=O